COC1=C(C=C(C(=O)O)C=C1)S(NC1=C(C=CC(=C1)C(F)(F)F)C=1SC=CC1)(=O)=O 4-methoxy-3-(N-(2-(thiophen-2-yl)-5-(trifluoromethyl)phenyl)sulfamoyl)benzoic Acid